cyclopentyl-pyrone C1(CCCC1)C=1C(OC=CC1)=O